N1N=CC2=CC(=CC=C12)NS(=O)(=O)C1=CC=C(C=C1)NC(=O)NCC=1C=NC=CC1 1-{4-[(1H-indazol-5-yl)sulfamoyl]phenyl}-3-(pyridin-3-ylmethyl)urea